2,6,3',5'-tetrahydroxystilbene OC1=C(C(=CC=C1)O)C=CC1=CC(=CC(=C1)O)O